FC1(CC(C1)(CC1=NN=CN1C)C=1C=C(C=CC1)N1C(C2=CC(=CC(=C2C1)C(F)(F)F)CN1[C@H](CNCC1)C(C)C)=O)F (S)-2-(3-(3,3-difluoro-1-((4-methyl-4H-1,2,4-triazol-3-yl)methyl)cyclobutyl)phenyl)-6-((2-isopropylpiperazin-1-yl)methyl)-4-(trifluoromethyl)isoindolin-1-one